[Cl-].[Cl-].[Cl-].[Cl-].C(CCCCCCCCCCC)[Ce](C)(C)CCCCCCCCCCCC didodecyldimethyl-cerium tetrachloride